2-(9,9-dimethyl-9H-fluoren-1-yl)-4,4,5,5-tetramethyl-1,3,2-dioxaborolane CC1(C2=CC=CC=C2C=2C=CC=C(C12)B1OC(C(O1)(C)C)(C)C)C